6-((1R,5S,6r)-3-(2-bromopyridin-4-yl)-3-azabicyclo[3.1.1]heptan-6-yl)hexan-1-ol BrC1=NC=CC(=C1)N1C[C@H]2C([C@@H](C1)C2)CCCCCCO